docosyl 8,8'-((3-((8-(dodecyloxy)-8-carbonyloctyl)(2-hydroxyethyl)amino)propyl)azanediyl)dioctanoate C(CCCCCCCCCCC)OC(CCCCCCCN(CCCN(CCCCCCCC(=O)[O-])CCCCCCCC(=O)OCCCCCCCCCCCCCCCCCCCCCC)CCO)=C=O